CC1CCOC(CCCCC(OCC1)=O)=O 4-methyl-1,7-dioxacyclotridecane-8,13-dione